phosphonin P1C=CC=CC=CC=C1